C(CC#C)OCCOCCOCCN 2-(2-(2-(but-3-yn-1-yloxy)ethoxy)ethoxy)ethan-1-amine